OC(C1CC(=NO1)CNC(=O)C1=NC=CC2=CC=CC=C12)C1=CC=CC=C1 5-(hydroxy(phenyl)methyl)-3-((isoquinoline-1-carboxamido)methyl)-4,5-dihydroisoxazole